OC1(C2=NN=C(C3=C(C=C(C(S(CCCCC1)(=O)=O)=N3)C(F)(F)F)NC(OC(C)(C)C)=O)O2)C(F)(F)F tert-butyl N-[6-hydroxy-12,12-dioxo-6,14-bis(trifluoromethyl)-18-oxa-12λ6-thia-3,4,17-triazatricyclo[11.3.1.12,5]octadeca-1(16),2,4,13(17),14-pentaen-16-yl]carbamate